[18F][C@@]1(CC[C@@H](CO)O1)N1C(=O)NC(=O)C(C)=C1 deoxy-[18F]-fluorothymidine